(S)-5-((((3'-chloro-2'-(3-((3-fluoro-4-((((S)-2-hydroxypropyl)amino)methyl)pyridin-2-yl)amino)-2-methylphenyl)-6-methoxy-[2,4'-bipyridin]-5-yl)methyl)amino)methyl)pyrrolidin-2-one ClC=1C(=NC=CC1C1=NC(=C(C=C1)CNC[C@@H]1CCC(N1)=O)OC)C1=C(C(=CC=C1)NC1=NC=CC(=C1F)CNC[C@H](C)O)C